Cl.FC1(C(CNCC1)COC=1C(=NC=CC1)C(F)(F)F)F 3-((4,4-difluoropiperidin-3-yl)methoxy)-2-(trifluoromethyl)pyridine hydrochloride